C(CC)NC(O[C@H]1C[C@H](CC1)C1=CC(=NN1)NC(CC1=CN=CS1)=O)=O (1R,3S)-3-{3-[(1,3-thiazol-5-ylacetyl)amino]-1H-pyrazol-5-yl}cyclopentyl propylcarbamate